N-((5-(2-oxa-6-azaspiro[3.3]heptan-6-yl)pyridin-2-yl)methyl)-2-amino-3-methyl-N-(1-(pyrimidin-2-yl)ethyl)quinoline-6-carboxamide C1OCC12CN(C2)C=2C=CC(=NC2)CN(C(=O)C=2C=C1C=C(C(=NC1=CC2)N)C)C(C)C2=NC=CC=N2